4-[2,3-dihydro-benzo[1,4]dioxine-6-ylimino]-imidazolidin-2-one O1CCOC2=C1C=CC(=C2)N=C2NC(NC2)=O